(5R)-1,5-dimethyl-2-oxo-4-(trifluoromethanesulfonyl-oxy)-6,7-dihydro-5H-cyclopenta[B]pyridine-3-carboxylic acid ethyl ester C(C)OC(=O)C1=C(C2=C(N(C1=O)C)CC[C@H]2C)OS(=O)(=O)C(F)(F)F